IC1=CC=C(C=C1)NC(=O)N1CCCCC1 N-(4-iodophenyl)piperidine-1-carboxamide